C(C)(C)C1=CC=NN1C1=NC=C(C=O)C=C1 6-(5-isopropyl-1H-pyrazol-1-yl)nicotinaldehyde